FC(C1=CC=C(C=C1)S(=O)(=O)N1CCC2(CC1)CNC1=CC=CC=C12)F [4-(difluoromethyl)benzenesulfonyl]-1,2-dihydrospiro[indole-3,4'-piperidine]